(1-(4-cyanobenzyl)-4-(3-((4,5-dihydroxy-9,10-dioxo-9,10-dihydroanthracene-2-carbonyl)oxy)propyl)pyridin-1-ium) bromide [Br-].C(#N)C1=CC=C(C[N+]2=CC=C(C=C2)CCCOC(=O)C2=CC=3C(C4=CC=CC(=C4C(C3C(=C2)O)=O)O)=O)C=C1